terbium diphenylmalonate C1(=CC=CC=C1)C(C(=O)[O-])(C(=O)[O-])C1=CC=CC=C1.[Tb+3].C1(=CC=CC=C1)C(C(=O)[O-])(C(=O)[O-])C1=CC=CC=C1.C1(=CC=CC=C1)C(C(=O)[O-])(C(=O)[O-])C1=CC=CC=C1.[Tb+3]